ethyl 2-{[1-(cyclopropanecarbonyl)piperidin-4-yl]methyl}-8-(trifluoromethyl)-4,5-dihydro-2H-furo[2,3-g]indazole-7-carboxylate C1(CC1)C(=O)N1CCC(CC1)CN1N=C2C3=C(CCC2=C1)OC(=C3C(F)(F)F)C(=O)OCC